2-(4-(2-(4-cyano-2-fluorophenyl)benzo[d][1,3]dioxol-4-yl)-2,6-difluorobenzyl)-1-(2-methoxyethyl)-1H-benzo[d]imidazole-6-carboxylic acid methyl ester COC(=O)C=1C=CC2=C(N(C(=N2)CC2=C(C=C(C=C2F)C2=CC=CC=3OC(OC32)C3=C(C=C(C=C3)C#N)F)F)CCOC)C1